C1(CC1)C[C@@H](C(=O)N[C@@H](C[C@H]1C(NCC1)=O)C(CO)=O)NC(=O)C=1NC2=C(C=C(C=C2C1)F)F N-[(2S)-3-cyclopropyl-1-({(2S)-4-hydroxy-3-oxo-1-[(3S)-2-oxopyrrolidin-3-yl]butan-2-yl}amino)-1-oxopropan-2-yl]-5,7-difluoro-1H-indole-2-carboxamide